3-guanidinium NC(=N)[NH3+]